COC1=NC=CC(=C1)C1=CC(=NN1)C(=O)N1CCC(CC1)C(=O)NC1CCC(CC1)C (5-(2-methoxypyridin-4-yl)-1H-pyrazole-3-carbonyl)-N-((1s,4s)-4-methylcyclohexyl)piperidine-4-carboxamide